ClC=1C=CC(=C(C1)C1=CC(N(C=C1OC)C(C(=O)C1=CC(=C(C(=O)N)C=C1)F)CC)=O)N1N=NC(C1)C(F)(F)F 4-{2-[4-{5-chloro-2-[4-(trifluoromethyl)-4,5-dihydro-1H-1,2,3-triazol-1-yl]Phenyl}-5-methoxy-2-oxopyridin-1(2H)-yl]Butyryl}-2-fluorobenzamide